(E)-4-fluorobenzaldehyde O-(1-methyl-3-(difluoromethyl)-1H-pyrazole-4-carbonyl) oxime CN1N=C(C(=C1)C(=O)O\N=C\C1=CC=C(C=C1)F)C(F)F